indolizine-6-sulfonamide C=1C=CN2C=C(C=CC12)S(=O)(=O)N